ClC=1C=C2CCC[C@](C2=CC1)(C=O)COC1=C(C=C(C(=O)O)C=C1)[N+](=O)[O-] (R)-4-((6-chloro-1-formyl-1,2,3,4-tetrahydronaphthalen-1-yl)methoxy)-3-nitrobenzoic acid